zinc bis(10-hydroxybenzo[h]quinolinolate) OC1=CC=CC2=CC=C3C=CC(=NC3=C21)[O-].OC2=CC=CC1=CC=C3C=CC(=NC3=C12)[O-].[Zn+2]